2-[4-[[4-[4-(2,6-dioxo-3-piperidyl)-2,5-difluoro-phenyl]-3,3-difluoro-1-piperidyl]methyl]cyclohexyl]-7-isopropoxy-N-pyrazolo[1,5-a]pyrimidin-3-yl-imidazo[1,2-a]pyridine-6-carboxamide O=C1NC(CCC1C1=CC(=C(C=C1F)C1C(CN(CC1)CC1CCC(CC1)C=1N=C2N(C=C(C(=C2)OC(C)C)C(=O)NC=2C=NN3C2N=CC=C3)C1)(F)F)F)=O